biphenyl-di-quinone C=1(C(C(C(C(C1)=O)=O)=O)=O)C1=CC=CC=C1